7-chloro-4-((4-(2-cyanovinyl)-2-fluoro-6-methylphenyl)amino)quinazolin ClC1=CC=C2C(=NC=NC2=C1)NC1=C(C=C(C=C1C)C=CC#N)F